CC1=C(C=CC(=C1C1=CC(=NN1)C)OC1=CC(=CC=C1)C(F)(F)F)S(=O)(=O)N methyl-3-(3-methyl-1H-pyrazol-5-yl)-4-[3-(trifluoromethyl)phenoxy]benzenesulfonamide